O=C1NC(CCC1N1C(C2=CC=C(C=C2C1)N1CC2(CN(C2)C(=O)OC(C)(C)C)C1)=O)=O tert-butyl 6-[2-(2,6-dioxo-3-piperidyl)-1-oxo-isoindolin-5-yl]-2,6-diazaspiro[3.3]heptane-2-carboxylate